NC1=CC=C(C=N1)N1C[C@H](CC1)O (S)-1-(6-aminopyridin-3-yl)pyrrolidin-3-ol